erbium trihydride [H-].[H-].[H-].[Er+3]